NC=1C=CC(=NC1)C(=O)N1CCCCC1 (5-aminopyridin-2-yl)(piperidin-1-yl)methanone